3-(4-chloro-2-(1-methyl-1H-pyrazol-4-yl)phenyl)-2-ethyl-4-hydroxy-5-methyleneisothiazolidine 1,1-dioxide ClC1=CC(=C(C=C1)C1N(S(C(C1O)=C)(=O)=O)CC)C=1C=NN(C1)C